CNNC The molecule is a member of the class of hydrazines that is hydrazine in which one of the hydrogens attached to each nitrogen is replaced by a methyl group. A powerful DNA alkylating agent and carcinogen, it is used to induce colon cancer in laboratory rats and mice. It has a role as a carcinogenic agent and an alkylating agent. It is a conjugate base of a 1,2-dimethylhydrazine(2+).